4-(1-(2,4-difluorophenyl)-5-(3,5-dimethylisoxazol-4-yl)-1H-pyrrolo[2,3-b]pyridin-3-yl)-3,5-diethoxy-2-fluorobenzoic acid FC1=C(C=CC(=C1)F)N1C=C(C=2C1=NC=C(C2)C=2C(=NOC2C)C)C2=C(C(=C(C(=O)O)C=C2OCC)F)OCC